4-hydroxyphenyl-phenylmethane OC1=CC=C(C=C1)CC1=CC=CC=C1